OC(=O)C(F)(F)F.FC=1C(=C2C(=C(NC2=C(C1)C(=O)N)C)C)C=1C=C2CCNCC2=CC1 5-Fluoro-2,3-dimethyl-4-(1,2,3,4-tetrahydroisoquinolin-6-yl)-1H-indole-7-carboxamide TFA salt